4-ethoxy-N-(7-fluoro-2-methyl-2H-indazol-5-yl)-2-(4,7-diazaspiro[2.5]octane-7-yl)pyrimidine-5-carboxamide formate salt C(=O)O.C(C)OC1=NC(=NC=C1C(=O)NC1=CC2=CN(N=C2C(=C1)F)C)N1CCNC2(CC2)C1